methyl-4-{[3-(4-{[(1S,4S)-4-{2-azaspiro[3.3]heptan-2-yl}cyclohexyl]amino}-1-(2,2,2-trifluoroethyl)-1H-indol-2-yl)prop-2-yn-1-yl]amino}benzamide CC1=C(C(=O)N)C=CC(=C1)NCC#CC=1N(C2=CC=CC(=C2C1)NC1CCC(CC1)N1CC2(C1)CCC2)CC(F)(F)F